9-acetyl-4,7-dimethyl-3-phenylpyrazolo[1,5-a]quinazolin-5(4H)-one C(C)(=O)C=1C=C(C=C2C(N(C=3N(C12)N=CC3C3=CC=CC=C3)C)=O)C